C(C)(C)(C)OC([C@H]1N(CCC1)C(=O)C1=CC=2OCCN(C2N=C1)C1=CC=2N(C=C1)C(N(N2)C)=O)=O (4-(2-methyl-3-oxo-2,3-dihydro[1,2,4]triazolo[4,3-a]pyridin-7-yl)-3,4-dihydro-2H-pyrido[3,2-b][1,4]oxazine-7-carbonyl)-L-proline tert-butyl ester